tert-butyl N-[(1S)-1-[[4-bromo-3-chloro-2-(2,6-difluorobenzoyl)phenyl]carbamoyl]propyl]carbamate BrC1=C(C(=C(C=C1)NC(=O)[C@H](CC)NC(OC(C)(C)C)=O)C(C1=C(C=CC=C1F)F)=O)Cl